tert-Butyl (2R)-2-bromopropanoate Br[C@@H](C(=O)OC(C)(C)C)C